8-bromo-3-ethyl-6-methyl-2-(1,4-oxazepan-4-yl)quinazolin-4(3H)-one BrC=1C=C(C=C2C(N(C(=NC12)N1CCOCCC1)CC)=O)C